(1RS,2RS,7SR,8RS,9Z)-9-ethylidene-3-oxatricyclo[6.2.1.02,7]undecan-4-one C(/C)=C\1/[C@H]2[C@@H]3CCC(O[C@@H]3[C@@H](C1)C2)=O |r|